[(3aR,7aR)-octahydro-1H-pyrrolo[3,4-c]pyridin-2-yl]-4-(trifluoromethyl)pyridine hydrochloride Cl.C1N(C[C@H]2CNCC[C@H]21)C2=NC=CC(=C2)C(F)(F)F